N,N'-bis(2-aminoethyl)-1,3-propanediamine NCCNCCCNCCN